N-(3-[[(1s,4s)-4-phenylcyclohexyl]methoxy]piperidin-4-yl)methanesulfonamide C1(=CC=CC=C1)C1CCC(CC1)COC1CNCCC1NS(=O)(=O)C